BrC1=NC(=C(C=C1Br)C(C)(C)OC)C 2,3-dibromo-5-(2-methoxypropan-2-yl)-6-methylpyridine